1,2-Dihydro-2,2,4-trimethyl-quinoline CC1(NC2=CC=CC=C2C(=C1)C)C